trans-4-[[4-[2-(2-amino-3-pyridyl)-6-tetrahydropyran-4-yl-benzimidazol-1-yl]phenyl]carbamoyl]cyclohexanecarboxylic acid NC1=NC=CC=C1C1=NC2=C(N1C1=CC=C(C=C1)NC(=O)[C@@H]1CC[C@H](CC1)C(=O)O)C=C(C=C2)C2CCOCC2